6-bromo-2-chloro-8-methoxyquinazoline BrC=1C=C2C=NC(=NC2=C(C1)OC)Cl